C(=O)C1=C(C=CC=C1)S(=O)(=O)[O-] o-formylbenzenesulfonate